C1(CC1)N1N=C(C=C(C1=O)N1CCOCC1)B(O)O (1-Cyclopropyl-5-morpholino-6-oxo-1,6-dihydropyridazin-3-yl)boronic acid